Methyl 4-(4-fluoro-5-hydroxy-6-methoxybenzo[b]thiophen-2-yl)-4-hydroxybutyrate FC1=C(C(=CC=2SC(=CC21)C(CCC(=O)OC)O)OC)O